N,N-dimethyl-1-(pyridin-4-yl)-1,2,3,4-tetrahydroisoquinoline-7-carboxamide CN(C(=O)C1=CC=C2CCNC(C2=C1)C1=CC=NC=C1)C